(R)-2-(2-(1-(2-(4-bromophenyl)propan-2-yl)-3-(ethoxymethyl)pyrrolidin-3-yl)ethyl)pyridine BrC1=CC=C(C=C1)C(C)(C)N1C[C@@](CC1)(COCC)CCC1=NC=CC=C1